methyl (S,Z)-3-(benzyloxy)-1-((tert-butoxycarbonyl)(6-((tert-butoxycarbonyl)amino)hex-4-en-2-yl)amino)-5-((2,4-difluorobenzyl)carbamoyl)-4-oxo-1,4-dihydropyridine-2-carboxylate C(C1=CC=CC=C1)OC1=C(N(C=C(C1=O)C(NCC1=C(C=C(C=C1)F)F)=O)N([C@@H](C)C\C=C/CNC(=O)OC(C)(C)C)C(=O)OC(C)(C)C)C(=O)OC